C(C)N(C=1C=CC=2N(C3=CC=C(C=C3SC2C1)N(CC)CC)C(C)=O)CC 1-(3,7-bis-diethylamino-phenothiazin-10-yl)-ethanone